NC1=NOC(=N1)C12CC(CC(N1C(=O)NC1=C(C=C(C(=C1)C=1N=NC=CN1)C)F)C2)C cis-1-(3-amino-1,2,4-oxadiazol-5-yl)-N-(2-fluoro-4-methyl-5-(1,2,4-triazin-3-yl)phenyl)-3-methyl-6-azabicyclo[3.1.1]heptane-6-carboxamide